OC1=C(C(=O)O)C(=CC(=C1)O)\C=C\CCC (E)-2,4-dihydroxy-6-(pent-1-en-1-yl)benzoic acid